CC1=CC=C(C=C1)S(=O)(=O)[O-].C(C)OC(=O)[C@@H]1CC2(OCCO2)CC[C@@H]1[NH3+] (7R,8S)-7-(ethoxycarbonyl)-1,4-dioxaspiro[4.5]decan-8-aminium, 4-methylbenzenesulphonic acid salt